N-((1S,2R)-2-((4-bromo-2-(4-methylpiperazine-1-carbonyl)-6-nitrophenyl)amino)cyclohexyl)-2-oxo-1,2-dihydroquinoline-4-carboxamide BrC1=CC(=C(C(=C1)[N+](=O)[O-])N[C@H]1[C@H](CCCC1)NC(=O)C1=CC(NC2=CC=CC=C12)=O)C(=O)N1CCN(CC1)C